p-nitrophenyl-acetyl-D-glucosamine [N+](=O)([O-])C1=CC=C(C=C1)[C@@]1(C(O)(O[C@@H]([C@H]([C@@H]1O)O)CO)C(C)=O)N